Methyl (2R)-1-[[6-(dimethylamino)-1-naphthyl]sulfonyl]aziridine-2-carboxylate CN(C=1C=C2C=CC=C(C2=CC1)S(=O)(=O)N1[C@H](C1)C(=O)OC)C